COC1=C(C=C(C=C1)S(=O)(=O)C1=CNC2=CC=C(C=C12)Cl)[N+]1(CCN(CC1)C(C(Cl)(Cl)Cl)=O)[O-] 1-(2-methoxy-5-((5-chloro-1H-indol-3-yl)sulfonyl)phenyl)-4-(2,2,2-trichloroacetyl)piperazine 1-oxide